((6-(acryloyloxy)hexyl)oxy)-[1,1'-biphenyl]-4-carboxylic acid C(C=C)(=O)OCCCCCCOC1=C(C=CC(=C1)C(=O)O)C1=CC=CC=C1